2-(4-((trans-3-aminocyclobutyl)amino)-5,6,7,8-tetrahydrophthalazin-1-yl)-5-ethynylphenol N[C@@H]1C[C@H](C1)NC1=NN=C(C=2CCCCC12)C1=C(C=C(C=C1)C#C)O